gulo-heptulose OCC(=O)[C@H](O)[C@H](O)[C@@H](O)[C@H](O)CO